(S)-3-(2-amino-4-methoxyphenoxy)-2-(tert-butoxycarbonylamino)propionic acid NC1=C(OC[C@@H](C(=O)O)NC(=O)OC(C)(C)C)C=CC(=C1)OC